OCCN(C(=O)CNC(=O)C1=CC2=C(N(C(=N2)NC=2SC3=C(N2)C=CC(=C3)OC(F)(F)F)C)C=C1)C 1-Methyl-2-(6-trifluoromethoxy-benzothiazol-2-ylamino)-1H-benzoimidazole-5-carboxylic acid {[(2-hydroxy-ethyl)-methyl-carbamoyl]-methyl}-amide